C(C)OC1=C(C=CC=C1)C1=CC=C(C(=N1)C(=O)N[C@H]1CN(CC1)C(=O)OCC1=CC=CC=C1)N1[C@@H](CNCC1)CC benzyl (R)-3-(6-(2-ethoxyphenyl)-3-((R)-2-ethylpiperazin-1-yl) picolinamido)pyrrolidine-1-carboxylate